(R)-3-((5-chloro-1H-indol-2-yl)methyl)-1-methyl-1-(1-(4-methylisoxazole-3-carbonyl)piperidin-3-yl)urea ClC=1C=C2C=C(NC2=CC1)CNC(N([C@H]1CN(CCC1)C(=O)C1=NOC=C1C)C)=O